C(C)C1N(C(C2=CC(=C(C=C12)F)OC)=O)C1=NC(=NC=C1)C1=NC=CC=N1 3-ethyl-5-fluoro-6-methoxy-2-(2-pyrimidin-2-ylpyrimidin-4-yl)isoindolin-1-one